O=C1C2=C(N=CN1)N(C=C2C2=CC=C(C=C2)CC(=O)N)C2=CC=CC=C2 2-[4-(4-oxo-7-phenyl-4,7-dihydro-3H-pyrrolo[2,3-d]pyrimidin-5-yl)-phenyl]-acetamide